COC(CCC1=CC(=CC=C1)C=1C(NC2=CC(=C(C=C2C1)Br)Cl)=O)=O 3-(3-(6-bromo-7-chloro-2-oxo-1,2-dihydroquinolin-3-yl)phenyl)propionic acid methyl ester